6-chloro-4-((4-(methylsulfonyl)phenyl)amino)pyridazine-3-carboxylic acid methyl ester COC(=O)C=1N=NC(=CC1NC1=CC=C(C=C1)S(=O)(=O)C)Cl